B([O-])(O)O.C(=C)C(C(=O)O)C(=O)O.C(=C)C(C(=O)O)C(=O)O.[Li+] lithium bis(vinyl malonate) borate